8-phenyl-7,8-dihydro-6H-pyrimido[5,4-b][1,4]oxazin C1(=CC=CC=C1)N1C2=C(OCC1)C=NC=N2